1-(2-chloro-6-fluorobenzyl)-3-hydroxy-2-oxo-N-(2,4,6-trifluorobenzyl)-1,2,3,4-tetrahydroquinazoline-7-carboxamide ClC1=C(CN2C(N(CC3=CC=C(C=C23)C(=O)NCC2=C(C=C(C=C2F)F)F)O)=O)C(=CC=C1)F